(5S,6R)-5-Hydroxy-6-((R)-5H-imidazo[5,1-a]isoindol-5-yl)-5,6,7,8-tetrahydrochinolin-2-carboxamid O[C@@H]1C=2C=CC(=NC2CC[C@@H]1[C@H]1N2C(C3=CC=CC=C13)=CN=C2)C(=O)N